sodium dioctyl sulfosuccinate sodium dihexylsulfosuccinate C(CCCCC)C(C(C(=O)[O-])S(=O)(=O)O)(C(=O)[O-])CCCCCC.[Na+].S(=O)(=O)(O)C(C(=O)OCCCCCCCC)CC(=O)OCCCCCCCC.[Na+]